C(CCC)C1=CC=C(C=C1)CCC1=CC2=C(S1)C1=CC=3C=CC4=C(SC(=C4)CCC4=CC=C(C=C4)CCCC)C3C=C1C=C2 2,8-bis(2-(4-n-butylphenyl)ethyl)anthra[1,2-b:5,6-b']dithiophene